CC(C)C1=C2N=C(C=C(N2N=C1)NCC3=CC=CC=C3)Cl N-benzyl-5-chloro-3-isopropylpyrazolo[1,5-a]pyrimidin-7-amine